N-hydroxy-4-(2-oxo-2-(4-((((1S,2R)-2-phenylcyclopropyl)amino)methyl)piperidin-1-yl)ethyl)benzamide TFA Salt OC(=O)C(F)(F)F.ONC(C1=CC=C(C=C1)CC(N1CCC(CC1)CN[C@@H]1[C@H](C1)C1=CC=CC=C1)=O)=O